COC(\C=C\C=1SC=CN1)=O (2E)-3-(1,3-thiazol-2-yl)prop-2-enoic acid methyl ester